tris(2-(1H-pyrazol-1-yl)-4-tert-butylpyridinium) cobalt (III) [Co+3].N1(N=CC=C1)C1=[NH+]C=CC(=C1)C(C)(C)C.N1(N=CC=C1)C1=[NH+]C=CC(=C1)C(C)(C)C.N1(N=CC=C1)C1=[NH+]C=CC(=C1)C(C)(C)C